[N+](=O)([O-])C=1C=C(C)C=CC1 3-mononitrotoluene